ClC=1C=C(C=CC1Cl)[C@@H](C)N1C(=NC2=C1C=C(C(=C2)F)F)N2C[C@H]([C@@H](CC2)F)N (3R,4R)-1-(1-((1R)-1-(3,4-dichlorophenyl)ethyl)-5,6-difluoro-1H-benzoimidazol-2-yl)-4-fluoro-3-piperidinamine